(R)-6-((1-Cyclopropyl-piperidin-3-yl)amino)-3-(2-hydroxy-4-(trifluoro-methyl)phenyl)-4-methyl-1,2,4-triazin-5(4H)-one C1(CC1)N1C[C@@H](CCC1)NC=1C(N(C(=NN1)C1=C(C=C(C=C1)C(F)(F)F)O)C)=O